CN[C@H](CC1=CC=C(C=C1)[N+](=O)[O-])C(=O)O D-N-methyl-4-nitrophenylalanine